BrC=1C=C(C(=NC1)C1=NC2=C(C=3N(C(=C2)C(F)(F)F)N=CN3)N1C)S(=O)(=O)CC 8-(5-bromo-3-(ethylsulfonyl)pyridin-2-yl)-9-methyl-5-(trifluoromethyl)-9H-imidazo[4,5-c][1,2,4]triazolo[1,5-a]pyridine